thieno[3,2-d]pyrimidine-4-carboxamide N1=CN=C(C2=C1C=CS2)C(=O)N